ClC1=CC=C(S1)C1=C(C=CC=C1)O 2-(5-chloro-2-thienyl)phenol